3-(2-methoxyphenyl)-2-propenal COC1=C(C=CC=C1)C=CC=O